propoxyl-propargyl alcohol O(CCC)C(C#C)O